BrC=1C(=C(C(=CC1F)F)S(=O)(=O)NC1=NC(=CC=C1)F)F 3-bromo-2,4,6-trifluoro-N-(6-fluoropyridin-2-yl)benzenesulfonamide